6-(4-chlorophenyl)-2-[1-(difluoromethyl)-1H-pyrazol-4-yl]-3-oxo-2,3-dihydropyridazine-4-carboxylic acid methyl ester COC(=O)C=1C(N(N=C(C1)C1=CC=C(C=C1)Cl)C=1C=NN(C1)C(F)F)=O